[methyl(phenyl-d3)](pyridine-d4) CC=1C(=C(C(=C(C1)C1=C(C(=C(C(=N1)[2H])[2H])[2H])[2H])[2H])[2H])[2H]